2-[6-amino-5-[8-[2-[3-(9-oxa-3-azabicyclo[3.3.1]nonan-3-yl)prop-1-ynyl]-4-pyridinyl]-3,8-diazabicyclo[3.2.1]oct-3-yl]pyridazin-3-yl]phenol NC1=C(C=C(N=N1)C1=C(C=CC=C1)O)N1CC2CCC(C1)N2C2=CC(=NC=C2)C#CCN2CC1CCCC(C2)O1